trifluoromethyl ethylene phosphate P1(=O)(OC(F)(F)F)OCCO1